tert-butyl 4-(2-fluoro-4-((3-(3-(trifluoromethyl)-1H-pyrazol-4-yl)imidazo[1,2-a]pyrazin-8-yl)amino)benzoyl)piperazine-1-carboxylate FC1=C(C(=O)N2CCN(CC2)C(=O)OC(C)(C)C)C=CC(=C1)NC=1C=2N(C=CN1)C(=CN2)C=2C(=NNC2)C(F)(F)F